2,2'-azobis[2-(4,5,6,7-tetrahydro-1H-1,3-diazepine-2-yl)propane] dihydrochloride Salt Cl.Cl.N(=NC(C)(C)C=1NCCCCN1)C(C)(C)C=1NCCCCN1